FC1=C(C(=CC=C1C1=CC2=C(N=C(N=C2)N[C@@H]2CNCCC2)N(C1=O)C(C)C)F)NS(=O)(=O)CC1=CC=CC=C1 (S)-N-(2,6-Difluoro-3-(8-isopropyl-7-oxo-2-(piperidin-3-ylamino)-7,8-dihydropyrido[2,3-d]pyrimidin-6-yl)phenyl)-1-phenylmethanesulfonamide